benzo[d][1,3]dioxol-4-yl(7-(4-cyclopentylpiperazin-1-yl)-4,4-dimethyl-3,4-dihydroisoquinolin-2(1H)-yl)methanone O1COC2=C1C=CC=C2C(=O)N2CC1=CC(=CC=C1C(C2)(C)C)N2CCN(CC2)C2CCCC2